(R/S)-2-(4-(2-amino-6-(cyclopropylamino)pyrimidin-4-yl)-2-(2-bromophenyl)piperazin-1-yl)ethan-1-ol NC1=NC(=CC(=N1)N1C[C@H](N(CC1)CCO)C1=C(C=CC=C1)Br)NC1CC1 |r|